3'-chloro-4-dimethylaminoazobenzene ClC=1C=C(C=CC1)N=NC1=CC=C(C=C1)N(C)C